dimethyl (5'-methyl-4-pentyl-2'-(prop-1-en-2-yl)-[1,1'-biphenyl]-2,6-diyl) bis(((dimethoxyphosphoryl)methyl)phosphonate) COP(=O)(OC)CP(OC)(OC1=C(C(=CC(=C1)CCCCC)OP(OC)(=O)CP(=O)(OC)OC)C1=C(C=CC(=C1)C)C(=C)C)=O